3-(3,3-diphenylpropoxy)-5-methoxybenzoic acid C1(=CC=CC=C1)C(CCOC=1C=C(C(=O)O)C=C(C1)OC)C1=CC=CC=C1